4-fluoro-N,N-dimethylthiophene-3-carboxamide FC=1C(=CSC1)C(=O)N(C)C